7-[(3S,4S)-3-{(cyclopropylamino)methyl}-4-fluoropyrrolidin-1-yl]-6-fluoro-1-(2-fluoroethyl)-8-methoxy-4-oxo-1,4-dihydroquinoline-3-carboxylic acid hydrochloride Cl.C1(CC1)NC[C@H]1CN(C[C@H]1F)C1=C(C=C2C(C(=CN(C2=C1OC)CCF)C(=O)O)=O)F